CC1(C(C)O1)C dimethyl-2,3-epoxypropane